C(C)N(C=1C(=C(C(=O)O)C=C(C1)N1CC2=CC=CC=C2C1)C)C1CCOCC1 3-(ethyl(tetrahydro-2H-pyran-4-yl)amino)-5-(isoindolin-2-yl)-2-methylbenzoic Acid